NC1=CC=C2C(=N1)CN(C2=O)C(C)C 2-amino-6-isopropyl-7H-pyrrolo[3,4-b]pyridin-5-one